2-(3-(6-(3-(9H-carbazol-9-yl)phenyl)-9-propyl-9H-carbazol-3-yl)phenyl)-1-phenyl-1H-phenanthro[9,10-d]imidazole C1=CC=CC=2C3=CC=CC=C3N(C12)C=1C=C(C=CC1)C=1C=C2C=3C=C(C=CC3N(C2=CC1)CCC)C=1C=C(C=CC1)C1=NC2=C(N1C1=CC=CC=C1)C1=CC=CC=C1C=1C=CC=CC12